[N+](=O)([O-])C1=C(C=CC=C1)NC=1C=CC(NC1)=O 5-((2-nitrophenyl)amino)pyridin-2(1H)-one